3-chloro-5-(N-phenethylsulfamoyl)-1H-indole-2-carboxylic acid ClC1=C(NC2=CC=C(C=C12)S(NCCC1=CC=CC=C1)(=O)=O)C(=O)O